IC1=CN(C2=CN=CC(=C21)C=2C=C1CCN(CC1=CC2)C(=O)OC(C)(C)C)S(=O)(=O)C2=CC=C(C)C=C2 tert-butyl 6-(3-iodo-1-tosyl-1H-pyrrolo[2,3-c]pyridin-4-yl)-3,4-dihydroisoquinoline-2(1H)-carboxylate